C=1(N=CN2C1C=CC=C2)CC(C)N(C)C 1-(imidazo[1,5-a]pyridin-1-yl)-N,N-dimethylpropan-2-amine